C(C1=CC=CC=C1)NC(N(C1=NC=C(C=C1)C=1C=NN(C1)C)[C@@H]1CC[C@H](CC1)NC1=NC=C(C(=N1)C=1C=NNC1)C#N)=O 3-benzyl-1-(trans-4-((5-cyano-4-(1H-pyrazol-4-yl)pyrimidin-2-yl)amino)cyclohexyl)-1-(5-(1-methyl-1H-pyrazol-4-yl)pyridin-2-yl)urea